N-(3,6-dihydro-2H-pyran-3-yl)-N-methyl-4-nitrobenzenesulfonamide O1CC(C=CC1)N(S(=O)(=O)C1=CC=C(C=C1)[N+](=O)[O-])C